N1(CCC2(CC1)OCC1=C2C=CC=C1)C=1OC2(C(N1)=O)CC1=CC=CC=C1CC2 2'-(1'H,3H-spiro[2-benzofuran-1,4'-piperidin]-1'-yl)-3,4-dihydro-1H,4'H-spiro[naphthalene-2,5'-[1,3]oxazol]-4'-one